S(=O)(=O)(OC1=CC=C(C=C1)C)[O-].[P+3].CC1=CC=C(C=C1)OS(=O)(=O)[O-].CC1=CC=C(C=C1)OS(=O)(=O)[O-] phosphorus (4-methylphenyl) sulfate